NC1=C2N=CN(C2=NC(=N1)F)[C@H]1C[C@@H]([C@@](O1)(C=O)CO[Si](C1=CC=CC=C1)(C1=CC=CC=C1)C(C)(C)C)O[Si](C)(C)C(C)(C)C (2R,3S,5R)-5-(6-amino-2-fluoropurin-9-yl)-3-[(tert-butyldimethylsilyl)oxy]-2-{[(tert-butyldiphenylsilyl)oxy]methyl}oxolane-2-carbaldehyde